(R)-2-chloro-4-methoxy-5-(1-((1-methyl-azetidin-2-yl)methyl)-1H-pyrazol-4-yl)pyridine ClC1=NC=C(C(=C1)OC)C=1C=NN(C1)C[C@@H]1N(CC1)C